FC=1C(=C2C=CN(C2=CC1)[Si](C(C)C)(C(C)C)C(C)C)N1CCN(CC1)C(=O)OC(C)(C)C tert-butyl 4-(5-fluoro-1-triisopropylsilyl-indol-4-yl)piperazine-1-carboxylate